3-ethylpentan-1-ol C(C)C(CCO)CC